7-isopropyl-3-methylbenzofuran-2(3H)-one C(C)(C)C1=CC=CC=2C(C(OC21)=O)C